C(C)C1=C(C(=CC(=C1CN)CC)CC)CN 2,4,6-triethyl-1,3-benzenedimethaneamine